N1N=CC2=CC(=CC=C12)NC1=NC(=NC2=CC=CC=C12)C1=CC=C(C=C1)C=CC(=O)O 3-(4-(((1H-indazol-5-yl)amino)quinazolin-2-yl)phenyl)acrylic acid